(2S)-{[(2S,5R)-2-carbamoyl-3-methyl-7-oxo-1,6-diazabicyclo[3.2.1]Oct-3-en-6-yl]Oxy}(fluoro)acetic acid 2,4-dimethylpent-3-yl ester CC(C)C(C(C)C)OC([C@H](F)ON1[C@@H]2C=C([C@H](N(C1=O)C2)C(N)=O)C)=O